2-fluoro-4-methylphenylboronic acid FC1=C(C=CC(=C1)C)B(O)O